IC=1C=CC2=CN(N=C2C1)[C@@H](C(=O)O)C1=CC=CC=C1 |r| (2RS)-2-(6-iodoindazol-2-yl)-2-phenyl-acetic acid